ClC=1N=C(C(N(C1)C1(CCOCC1)C)=O)N1[C@@H](COCC1)C (R)-5-chloro-3-(3-methylmorpholino)-1-(4-methyltetrahydro-2H-pyran-4-yl)pyrazine-2(1H)-one